indole-amide N1C(=CC2=CC=CC=C12)C(=O)N